CN(C)CCC N,N-dimethyl-propylamine